C(C)(C)(C)OC(NC[C@@H]1CC[C@H](CC1)NC(=O)C1=NC2=CC=C(C=C2C=C1)Cl)=O trans-(4-(6-chloroquinoline-2-carboxamido)cyclohexyl)methyl-carbamic acid tert-butyl ester